4,7-difluoro-3-methylbenzofuran-2-carbaldehyde FC1=CC=C(C2=C1C(=C(O2)C=O)C)F